1-phenyl-2-methylpyrazole C1(=CC=CC=C1)N1N(CC=C1)C